C(=O)(OO)O peroxocarbonic acid